8-bromobenzotetraphen BrC=1C2=CC3=CC=C4C=CC=CC4=C3C=C2C2=C(C1)C=CC=C2